iodo(nonyl)magnesium I[Mg]CCCCCCCCC